COC1=CC=C(CSN2C(C=CC=C2)=O)C=C1 N-(p-methoxybenzyl)thiopyridone